ClC=1N=C(N(C1C=O)CC(C)NC(OC(C)(C)C)=O)C tert-butyl (1-(4-chloro-5-formyl-2-methyl-1H-imidazol-1-yl)propan-2-yl)carbamate